ClC=1C=C(C=C(C1)Cl)C1=CC(=CC(=N1)OC=1C=NC(=NC1)N1CCN(CC1)C(=O)OC(C)(C)C)CN1CCC(CC1)CNC(=O)NC tert-Butyl 4-(5-((6-(3,5-dichlorophenyl)-4-((4-((3-methylureido)methyl)piperidin-1-yl)methyl)pyridin-2-yl)oxy)pyrimidin-2-yl)piperazine-1-carboxylate